BrC1=C2C=C(N=CC2=C(C(=C1)I)F)N 5-Bromo-8-fluoro-7-iodo-isoquinolin-3-amine